sulfonylethyl hydrogen sulfate (sulfoethyl hydrogen sulfate) S(=O)(=O)(O)CCOS(=O)(=O)O.S(=O)(=O)(OCC=S(=O)=O)O